FC(COC=1N=CC(=NC1)N)(F)F 5-(2,2,2-trifluoroethoxy)pyrazin-2-amine